1-(1-oxo-5-((2-(3-(pyridin-4-yl)azetidin-1-yl)cyclopentyl)-oxy)isoindolin-2-yl)-3-aza-bicyclo[3.1.1]heptane-2,4-dione O=C1N(CC2=CC(=CC=C12)OC1C(CCC1)N1CC(C1)C1=CC=NC=C1)C12C(NC(C(C1)C2)=O)=O